C(C)(C)(C)OC(=O)N1[C@@H](CN(CC1)CCOC1=C(C=C(C=C1)N)CC)C (R)-4-(2-(4-amino-2-ethylphenoxy)ethyl)-2-methylpiperazine-1-carboxylic acid tert-butyl ester